C(C#C)C1=NNC=N1 propargyl-1,2,4-triazole